formic acid, formic acid salt C(=O)O.C(=O)O